ClC1=NC=C(C(=N1)C=1C=NC2=CC=CC=C2C1)OC 3-(2-chloro-5-methoxypyrimidin-4-yl)quinoline